O=C1OCC2=C1C=CC1=C2OC[C@@H]2N1CCN(C2)C(=O)OC(C)(C)C tert-butyl (R)-1-oxo-1,3,5a,6,8,9-hexahydroisobenzofuro[4,5-b]pyrazino[1,2-d][1,4]oxazine-7(5H)-carboxylate